C1(CC1)N1C(=NC2=C1C=C(C(=C2)NC=2SC(=NN2)C2=CC=C(C=C2)C(=O)O)F)C2=CC=C(C=C2)C(F)(F)F N-(1-cyclopropyl-6-fluoro-2-(4-trifluoromethylphenyl)-5-benzimidazolyl)-5-(4-carboxyphenyl)-1,3,4-thiadiazole-2-amine